3-[4-(1,1-Dioxo-hexahydro-1λ6-thiopyran-4-yloxymethyl)-phenylethynyl]-2-(1H-indol-6-yl)-benzoic Acid O=S1(CCC(CC1)OCC1=CC=C(C=C1)C#CC=1C(=C(C(=O)O)C=CC1)C1=CC=C2C=CNC2=C1)=O